tert-Butyl (3-(4-(2-(6-((1,4-dioxan-2-yl)methoxy)-3-ethyl-4-hydroxypyridin-2-yl)ethyl)phenoxy)-propyl)carbamate O1C(COCC1)COC1=CC(=C(C(=N1)CCC1=CC=C(OCCCNC(OC(C)(C)C)=O)C=C1)CC)O